(S)-methyl 2-((2S,4S)-4-(tert-butyl)-1-(4-methoxy-1H-indole-2-carbonyl)pyrrolidine-2-carboxamido)-3-((S)-2-oxopyrrolidin-3-yl)propanoate C(C)(C)(C)[C@@H]1C[C@H](N(C1)C(=O)C=1NC2=CC=CC(=C2C1)OC)C(=O)N[C@H](C(=O)OC)C[C@H]1C(NCC1)=O